OC1=CC=C(C=CC(=O)O)C=C1.OC1=CC=C(C=CC(=O)O)C=C1 4-Hydroxycinnamic acid (4-hydroxycinnamate)